2-Methyl-6-(2-propynyloxy)benzothiazole CC=1SC2=C(N1)C=CC(=C2)OCC#C